2-(4-bromo-1H-benzo[d]imidazol-2-yl)-morpholine-4-carboxylic acid tert-butyl ester C(C)(C)(C)OC(=O)N1CC(OCC1)C1=NC2=C(N1)C=CC=C2Br